[Cl-].[Li+].CC(CC)[Mg]Cl 2-butylmagnesium chloride lithium chloride